C(C)C1=NN(C2=C1C(NCC1(CCOCC1)C2)=O)C[C@H](COC(C2=CC(=CC=C2)C(N(C)C)=O)=O)C 3-(dimethylcarbamoyl)benzoic acid [(2R)-3-(3-ethyl-4-oxo-spiro[6,8-dihydro-5H-pyrazolo[4,3-c]azepin-7,4'-tetrahydropyran]-1-yl)-2-methyl-propyl] ester